COC(=O)C=1N(C=CC1)CC1=C(C=NC=C1)Br methyl-1-((3-bromopyridin-4-yl)methyl)-1H-pyrrole-2-carboxylate